6-amino-N-{2-[4-amino-3-(fluoromethyl)-3-methylpyrrolidin-1-yl]-5,6,7,8-tetrahydroquinolin-6-yl}-2-methylthieno[2,3-d][1,3]thiazole-5-carboxamide NC1=C(SC=2N=C(SC21)C)C(=O)NC2CC=1C=CC(=NC1CC2)N2CC(C(C2)N)(C)CF